S1C=C(C2=C1C=CC=C2)C[C@@H](CNC(=O)N[C@H](C)C2=CSC=C2)N(C)C (S)-1-(3-(benzothien-3-yl)-2-(dimethylamino)propyl)-3-((R)-1-(thiophen-3-yl)ethyl)urea